ClC=1C=C2CCC[C@](C2=CC1)(C(OC)OC)COC1=C(C=CC=C1)S(=O)(=O)N [((1R)-6-chloro-1-(dimethoxymethyl)-tetralin-1-yl)methoxy]benzenesulfonamide